(S)-8-chloro-6-(((6-methylpyridin-3-yl)(1-(1-(trifluoromethyl)cyclopropyl)-1H-1,2,3-triazol-4-yl)methyl)amino)-4-(neopentylamino)quinoline-3-carbonitrile ClC=1C=C(C=C2C(=C(C=NC12)C#N)NCC(C)(C)C)N[C@H](C=1N=NN(C1)C1(CC1)C(F)(F)F)C=1C=NC(=CC1)C